O1C(=NC2=C1C=CC=C2)S=CCCCOC2=CC=C(C=C2)C(\C=C\C=2OC=CC2)=O (E)-1-(4-(4-(benzo[d]oxazol-2-yl-thioxo)butoxy)phenyl)-3-(2-furyl)-2-propen-1-one